N(=[N+]=[N-])C1=C(C=CC(=C1)[N+](=O)[O-])C 2-azido-1-methyl-4-nitro-benzene